ClC1=CC(=C(C=N1)C(C(=O)NC)(C)C)C1=C(C=CC=C1)C 6-chloro-(4-(o-tolyl)pyridin-3-yl)-N,2-dimethylpropanamide